C(C)(C)(C)OC(=O)N1CCC(CC1)C=1SC2=C(N1)C=C(N2C(=O)OC(C)(C)C)C=2C(=C(C=1N(C2)N=CN1)C)C tert-butyl 2-(1-(tert-butoxycarbonyl) piperidin-4-yl)-5-(7,8-dimethyl-[1,2,4]triazolo[1,5-a]pyridin-6-yl)-4H-pyrrolo[3,2-d]thiazole-4-carboxylate